O[C@@H]1[C@H]([C@@H](O[C@@H]([C@@H]1O)NC1=NC=NC=C1)C)NC(CN(C(OC(C)(C)C)=O)C)=O tert-butyl N-[2-[[(2S,3R,4R,5R,6S)-4,5-dihydroxy-2-methyl-6-(pyrimidin-4-ylamino)tetrahydropyran-3-yl]amino]-2-oxo-ethyl]-N-methyl-carbamate